bisphosphine ruthenium acetate C(C)(=O)[O-].[Ru+3].P.P.C(C)(=O)[O-].C(C)(=O)[O-]